Tert-butyl 4-(4-bromo-5-fluoro-2-methoxyphenyl)piperazine-1-carboxylate BrC1=CC(=C(C=C1F)N1CCN(CC1)C(=O)OC(C)(C)C)OC